desaminotyrosyl-tyrosine-hexyl ester C(CCCCC)OC([C@@H](NC(CCC1=CC=C(C=C1)O)=O)CC1=CC=C(C=C1)O)=O